(R)-5-(2-fluoro-6-hydroxy-4-(3-(isopentylamino)pyrrolidin-1-yl)phenyl)-1,2,5-thiadiazolidin-3-one 1,1-dioxide FC1=C(C(=CC(=C1)N1C[C@@H](CC1)NCCC(C)C)O)N1CC(NS1(=O)=O)=O